(7-benzyl-1,4,7-triazacyclodecane-1,4-diyl)bis[methylene(2-hydroxy-5-methyl-3,1-phenylene)]bis(phosphonic acid) C(C1=CC=CC=C1)N1CCN(CCN(CCC1)CC=1C(=C(C=C(C1)C)P(O)(O)=O)O)CC=1C(=C(C=C(C1)C)P(O)(O)=O)O